4-[[3-fluoro-2-methoxy-propyl]-[4-(5,6,7,8-tetrahydro-1,8-naphthyridin-2-yl)butyl]amino]-2-[(2-methyl-2-pyrimidin-5-yl-propanoyl)amino]butanoic acid FCC(CN(CCC(C(=O)O)NC(C(C)(C=1C=NC=NC1)C)=O)CCCCC1=NC=2NCCCC2C=C1)OC